ClC1=NC2=C(C(=NC=C2C(=C1C#N)C1CCNCC1)Cl)F 4-(2,7-dichloro-3-cyano-8-fluoro-1,6-naphthyridin-4-yl)piperidine